N-(1-(4-methoxybenzyl)-3-methylazepan-3-yl)-2-methylpropan-2-sulfinamide COC1=CC=C(CN2CC(CCCC2)(C)NS(=O)C(C)(C)C)C=C1